FC=1C(=NC(=NC1)N[C@H]1[C@@H](COCC1)O)C=1C=C2C(=C(C=NC2=CC1)CO)C(C)C (3S,4R)-4-({5-fluoro-4-[3-(hydroxymethyl)-4-isopropylquinolin-6-yl]pyrimidin-2-yl}amino)oxan-3-ol